C(CCCCCCC=CCCCCC)O 8-tetradecene-1-ol